COC1=C(C=C(C=C1)CCC)B(O)O 2-METHOXY-5-PROPYLPHENYLBORONIC ACID